ClC=1SC2=C(N1)C=C(C=C2)C#N 2-chloro-1,3-benzothiazole-5-carbonitrile